2-bromo-N-(2-(5-(5-(2-cyclopentylethyl)-1,2,4-oxadiazol-3-yl)-1H-benzo[d]imidazol-1-yl)ethyl)benzamide BrC1=C(C(=O)NCCN2C=NC3=C2C=CC(=C3)C3=NOC(=N3)CCC3CCCC3)C=CC=C1